C=CC r-propylene